(tert-pentoxy)silanol C(C)(C)(CC)O[SiH2]O